N1=CNC2=NC=CC(=C21)C=2C=NN(C2)C2=CC=C(C=N2)C(CCNC(=O)NC2CC2)C(F)(F)F (3-(6-(4-(3H-imidazo[4,5-b]pyridin-7-yl)-1H-pyrazol-1-yl)pyridin-3-yl)-4,4,4-trifluorobutyl)-3-cyclopropylurea